CC1=CC=C(NC([2H])([2H])[2H])C=C1 4-methyl-N-(methyl-d3)aniline